1,3-dichloro-2-vinylbenzene ClC1=C(C(=CC=C1)Cl)C=C